ClC=1C(=CC(=NC1)OC)C1=CC(=NN1)C(=O)N1C2(CC2)C[C@@H](CC1)C(=O)NC1CCC(CC1)(C(F)(F)F)O (R)-4-(5-(5-chloro-2-methoxypyridin-4-yl)-1H-pyrazole-3-carbonyl)-N-((1R,4R)-4-hydroxy-4-(trifluoromethyl)cyclohexyl)-4-azaspiro[2.5]octane-7-carboxamide